FC1=CC2=C(CNCCC2)S1 2-fluoro-5,6,7,8-tetrahydro-4H-thieno[2,3-c]azepine